CC(CCCCCCCCCCCCCC)CCCC(CCCCCCCCCCCCCCCCCCC)C 15,19-Dimethyloctatriacontane